Cl.NCC(C(C(=O)OC)C)C methyl 4-amino-2,3-dimethylbutyrate hydrochloride